Cl.N[C@H](C(=O)O)[C@@H]1CC(CCC1)(F)F (S)-2-amino-2-((S)-3,3-difluorocyclohexyl)acetic acid hydrochloride